(E)-1-(3-(3-(oxetan-3-ylmethoxy)phenyl)acryloyl)-5,6-dihydropyridin O1CC(C1)COC=1C=C(C=CC1)/C=C/C(=O)N1CC=CCC1